methyl 2-((5-bromopyrazin-2-yl)thio)acetate BrC=1N=CC(=NC1)SCC(=O)OC